C(C)(C)(C)OC(=O)N(CCOC=1C=C(C=CC1)C(C(=O)OCC)(F)F)C ethyl 2-(3-(2-(t-butoxycarbonyl (methyl) amino) ethoxy) phenyl)-2,2-difluoroacetate